ClC1=CC=C(S1)CSC1=C(C(=NN1C(=O)C=1OC=CC1)C1C(N(CC1C)C(=O)N(C)C)=O)F 3-(5-{[(5-chlorothiophen-2-yl)methyl]sulfanyl}-4-fluoro-1-(furan-2-carbonyl)-1H-pyrazol-3-yl)-N,N,4-trimethyl-2-oxopyrrolidine-1-carboxamide